N-[(3R)-1-methyl-3-piperidinyl]-7-morpholino-5-[3-(m-tolyl)pyrazol-1-yl]pyrazolo[1,5-a]pyrimidine-2-carboxamide CN1C[C@@H](CCC1)NC(=O)C1=NN2C(N=C(C=C2N2CCOCC2)N2N=C(C=C2)C=2C=C(C=CC2)C)=C1